2-[2-(1-piperazinyl)ethoxy]ethanol N1(CCNCC1)CCOCCO